4-(trifluoromethyl)-imidazolidin-2-one FC(C1NC(NC1)=O)(F)F